Ethyl 1-methyl-4-phenylpiperidine-4-carboxylate CN1CCC(CC1)(C(=O)OCC)C1=CC=CC=C1